[N+](=O)([O-])C1=CC=C(CON)C=C1 O-4-nitrobenzylhydroxylamine